6-[5-((S or R)-1-Amino-ethyl)-pyridin-3-yl]-1-methyl-3,4-dihydro-1H-quinolin-2-one hydrochloride Cl.N[C@@H](C)C=1C=C(C=NC1)C=1C=C2CCC(N(C2=CC1)C)=O |o1:2|